tris(2,4-di-t-butyl-6-methylphenoxy)molybdenum dichloride C(C)(C)(C)C1=C(O[Mo](OC2=C(C=C(C=C2C)C(C)(C)C)C(C)(C)C)(OC2=C(C=C(C=C2C)C(C)(C)C)C(C)(C)C)(Cl)Cl)C(=CC(=C1)C(C)(C)C)C